C1CNCCC12CCC(CC2)CCN2CCC(CC2)N2N=C(C(=C2)NC(=O)C=2C=NN1C2N=C(C=C1)N1CCOCC1)C(F)F N-(1-(1-(2-(3-azaspiro[5.5]undecane-9-yl)ethyl)piperidin-4-yl)-3-(difluoromethyl)-1H-pyrazol-4-yl)-5-morpholinopyrazolo[1,5-a]pyrimidine-3-carboxamide